(3S,4R)-3,4,5-trihydroxyvaleraldehyde-O-4-nitrobenzyl oxime [N+](=O)([O-])C1=CC=C(CON=CC[C@@H]([C@@H](CO)O)O)C=C1